CN1N=CC(=C1)C(=O)NC1CCCC=2C(=CN=CC12)C=1C=NC=2N(C(CCC2C1)=C=O)C 1-methyl-N-(4-(8-methyl-7-carbonyl-5,6,7,8-tetrahydro-1,8-naphthyridin-3-yl)-5,6,7,8-tetrahydroisoquinolin-8-yl)-1H-pyrazole-4-carboxamide